(3aR,4R,5R,6aS)-5-((tert-butyldimethylsilyl)oxy)-4-((S,E)-3-hydroxy-8-methylnon-1-ene-1-yl)hexahydro-2H-cyclopenta[b]furan-2-ol [Si](C)(C)(C(C)(C)C)O[C@H]1[C@@H]([C@@H]2[C@@H](OC(C2)O)C1)\C=C\[C@H](CCCCC(C)C)O